C(C)(=O)C=1C(=NC(=CC1)N1C=NC2=C1C=CC(=C2)CN2C(CCC2)=O)N2N=C(C=C2C)C#N 1-[3-acetyl-6-[5-[(2-oxopyrrolidin-1-yl)methyl]benzimidazol-1-yl]-2-pyridyl]-5-methyl-pyrazole-3-carbonitrile